5-(dimethylamino)-2-methyl-1-phenyl-1-penten-3-one hydrochloride Cl.CN(CCC(C(=CC1=CC=CC=C1)C)=O)C